(3R,4R)-3-amino-4-(2-methoxyethoxy)pyrrolidin N[C@@H]1CNC[C@H]1OCCOC